C(=O)(OC(C)(C)C)N1C(=CC2=CC(=C(C=C12)Cl)Cl)B(O)O 1-BOC-5,6-DICHLORO-1H-INDOLE-2-BORONIC ACID